O1COC2=C1C=CC=C2C=2OC1=C(C=C(C=C1C(C2)=O)C)C(C)NC2=C(C(=O)OC)C=CC=C2 Methyl 2-[1-[2-(1,3-benzodioxol-4-yl)-6-methyl-4-oxo-chromen-8-yl]ethylamino]benzoate